1-[5-(ethylsulfonimidoyl)-6-[7-methyl-3-(trifluoromethyl)imidazo[4,5-c]pyridazin-6-yl]-3-pyridyl]cyclopropane-carbonitrile C(C)S(=O)(=N)C=1C=C(C=NC1C1=NC2=C(N=NC(=C2)C(F)(F)F)N1C)C1(CC1)C#N